5-{[(1-Aminoisoquinolin-6-yl)methyl]carbamoyl}pyridin NC1=NC=CC2=CC(=CC=C12)CNC(=O)C=1C=CC=NC1